NCCC=1C=C(C=CC1)C[C@H](C(=O)OC(C)(C)C)[C@@H]1CN(CC1)C(=O)OC(C)(C)C tert-butyl (R)-3-((S)-3-(3-(2-aminoethyl)phenyl)-1-(tert-butoxy)-1-oxopropan-2-yl)pyrrolidine-1-carboxylate